methyl 3-methylimidazo[1,5-a]pyrazine-1-carboxylate CC1=NC(=C2N1C=CN=C2)C(=O)OC